6-(6-azaspiro[3.4]oct-6-yl)-[1,2,4]triazolo[1,5-a]pyridine C1CCC12CN(CC2)C=2C=CC=1N(C2)N=CN1